N6-ethyladenine C(C)NC1=C2NC=NC2=NC=N1